ClC=1C(=C(C=CC1)C(C)(C)NC(CC1N(CCC1)C)=O)OC N-(2-(3-chloro-2-methoxyphenyl)propan-2-yl)-2-(1-methyl-pyrrolidin-2-yl)acetamide